6-bromo-3,4-dihydroquinoline-1(2H)-carbonitrile BrC=1C=C2CCCN(C2=CC1)C#N